Iron (IV) oxygen [O+2].[Fe+4]